ClC=1C=C2C=NC(=NC2=CC1[C@H]1[C@@H](CN(CC1)C1CS(C1)(=O)=O)F)NC=1C=NN(C1Cl)C1CC1 |o1:11,12| (3S,4S) or (3R,4R)-3-(4-{6-chloro-2-[(5-chloro-1-cyclopropyl-1H-pyrazol-4-yl)amino]quinazolin-7-yl}-3-fluoropiperidin-1-yl)thietane 1,1-dioxide